FC=1C=C(CN2C3=C(C(=C(CC2=O)C(CC)=O)O)C=CC=C3)C=CC1C 1-(3-fluoro-4-methylbenzyl)-5-hydroxy-4-propionyl-1,3-dihydro-2H-benzo[b]azepin-2-one